C(CCCCCCCCCCCCCCC)N(C)C hexadecyldimethyl-amine